2-(3-(4-methoxyphenyl)-6-oxopyridazin-1(6H)-yl)-N-methyl-N-phenylacetamide COC1=CC=C(C=C1)C1=NN(C(C=C1)=O)CC(=O)N(C1=CC=CC=C1)C